ClC=1C=NN2C1N=CC(=C2C(=O)NCC(F)C2=C(C=C(C=C2)Cl)Cl)OC2=CC(=CC=C2)C2CC2 3-chloro-6-(3-cyclopropylphenoxy)-N-[2-(2,4-dichlorophenyl)-2-fluoro-ethyl]pyrazolo[1,5-a]pyrimidine-7-carboxamide